COC(C1=C(C=CC(=C1)OCC=1SC=CC1)N)=O.CCC(C)S(=O)NCC=1N=C(OC1C(F)(F)F)C methyl-N-[[2-methyl-5-(trifluoromethyl)-1,3-oxazol-4-yl]methyl]propane-2-sulfinamide Methyl-2-amino-5-(thiophen-2-ylmethoxy)benzoate